(S)-tert-butyl 2-(6-(3-Methyl-1H-pyrrolo[2,3-b]pyridin-5-yl)-2-(2-(trifluoromethyl)pyridin-4-yl)-1,2,3,4-tetrahydroisoquinolin-8-yl)pyrrolidine-1-carboxylate CC1=CNC2=NC=C(C=C21)C=2C=C1CCN(CC1=C(C2)[C@H]2N(CCC2)C(=O)OC(C)(C)C)C2=CC(=NC=C2)C(F)(F)F